(R)-2-chloro-7-isopropyl-3-((2-methoxyethyl)amino)-11-oxo-6,7-dihydro-11H-benzo[f]pyrido[1,2-d][1,4]oxazepine-10-carboxylic acid ClC=1C(=CC2=C(C=3N([C@@H](CO2)C(C)C)C=C(C(C3)=O)C(=O)O)C1)NCCOC